1-[(2S)-2-hydroxypropyl]-N,N-bis[(4-methoxyphenyl)methyl]-1H-pyrazole-3-sulfonamide O[C@H](CN1N=C(C=C1)S(=O)(=O)N(CC1=CC=C(C=C1)OC)CC1=CC=C(C=C1)OC)C